O1C(CCCC1)ONC(\C=C\C1=CC=C(C=C1)\C=C\C(C1=CC=CC=C1)=O)=O (E)-N-(Oxan-2-yloxy)-3-[4-[(E)-3-oxo-3-phenylprop-1-enyl]phenyl]prop-2-enamide